3-bromo-N-(1-((4-cyanophenyl)carbamoyl)cyclopropyl)-1-(3-chloropyridin-2-yl)-1H-pyrazole-5-carboxamide BrC1=NN(C(=C1)C(=O)NC1(CC1)C(NC1=CC=C(C=C1)C#N)=O)C1=NC=CC=C1Cl